CO methylhydroxid